amino-2-(3,5-dichloro-4-((4-fluoro-5-isopropyl-6-oxo-1,6-dihydropyridin-3-yl)oxy)phenyl)-1,2,4-triazine-3,5(2H,4H)-dione NN1C(N(N=CC1=O)C1=CC(=C(C(=C1)Cl)OC1=CNC(C(=C1F)C(C)C)=O)Cl)=O